5-[2-(tert-butoxy)-2-oxoethyl]-[1,2,4]triazolo[1,5-a]pyridin-8-yl 4-{[(1Z)-{[(tert-butoxy)carbonyl]amino}({[(tert-butoxy)carbonyl]imino})methyl](methyl)amino}benzoate C(C)(C)(C)OC(=O)N/C(=N/C(=O)OC(C)(C)C)/N(C1=CC=C(C(=O)OC=2C=3N(C(=CC2)CC(=O)OC(C)(C)C)N=CN3)C=C1)C